FC(C1=CC(=NC=C1N)N)(F)F 4-(trifluoromethyl)pyridine-2,5-diamine